N#CN.C(C)N1CN(C=C1)C 1-ethyl-3-methylimidazole cyanamide salt